2-[1-(3-chloropyrazin-2-yl)ethyl]isoindoline-1,3-dione ClC=1C(=NC=CN1)C(C)N1C(C2=CC=CC=C2C1=O)=O